6-(2-(5-cyclopropyl-3-(2-(trifluoromethyl)phenyl)isoxazol-4-yl)-7-azaspiro[3.5]non-1-en-7-yl)-4-(trifluoromethyl)quinoline-2-carboxylic acid C1(CC1)C1=C(C(=NO1)C1=C(C=CC=C1)C(F)(F)F)C1=CC2(C1)CCN(CC2)C=2C=C1C(=CC(=NC1=CC2)C(=O)O)C(F)(F)F